5-n-propylbenzotriazole C(CC)C1=CC2=C(NN=N2)C=C1